BrC(C(=O)C1=CNC2=CC(=C(C=C12)OC(F)(F)F)OC)C1=C(C=C(C=C1)Cl)OC 2-bromo-2-(4-chloro-2-methoxyphenyl)-1-(6-methoxy-5-(trifluoromethoxy)-1H-indol-3-yl)ethanone